C(C1=CC=CC=C1)N(S(=O)(=O)C)C1=CC=C(C=C1)CC12CCC(CC1)(N2)[C@H](O)C2=CC(=CC=C2)F N-Benzyl-N-(4-((4-((R)-(3-fluorophenyl)(hydroxy)methyl)-7-azabicyclo-[2.2.1]heptan-1-yl)methyl)phenyl)methanesulfonamide